OC=1C=C(OCCOCCOCCOCCOCCOCCOCCOC2CCN(CC2)C(=O)OC(C)(C)C)C=CC1 tert-butyl 4-[2-[2-[2-[2-[2-[2-[2-(3-hydroxyphenoxy)ethoxy]ethoxy]ethoxy]ethoxy]ethoxy]ethoxy] ethoxy]piperidine-1-carboxylate